O1CCOC12CCN(CC2)S(=O)(=O)C=2C=C(C(=O)NC=1N=CC3=CC=C(C=C3C1)C=1C=NN(C1)C)C=CC2F 3-((1,4-dioxa-8-azaspiro[4.5]decan-8-yl)sulfonyl)-4-fluoro-N-(6-(1-methyl-1H-pyrazol-4-yl)isoquinolin-3-yl)benzamide